5,5-difluoro-1-(2-fluoropyridin-4-yl)-3-(trifluoromethyl)-4,5,6,7-tetrahydro-1H-indol-4-ol FC1(C(C=2C(=CN(C2CC1)C1=CC(=NC=C1)F)C(F)(F)F)O)F